FC1=C(C=CC=C1C)NC=1C2=C(N=CN1)C=CC(=N2)N2CCN(C1(CC1)C2)C(C=C)=O 1-(7-(4-((2-Fluoro-3-methylphenyl)amino)pyrido[3,2-d]pyrimidin-6-yl)-4,7-diazaspiro[2.5]octan-4-yl)prop-2-en-1-one